BrC1=C(C=C(C(=C1)Br)C#C[Si](C)(C)C)C#C[Si](C)(C)C ((4,6-dibromo-1,3-phenylene)bis(acetylene-2,1-diyl))bis(trimethylsilane)